2-((2'-isopropyl-2',3'-dihydro-1'H-spiro[cyclopropane-1,4'-isoquinolin]-7'-yl)amino)-8,9-dihydroimidazo[1,2-a]pyrimido[5,4-e]pyrimidin-5(6H)-one C(C)(C)N1CC2=CC(=CC=C2C2(C1)CC2)NC=2N=CC=1C(NC=3N(C1N2)CCN3)=O